5-(Difluoromethoxy)-2-isocyanato-1,3-diisopropylbenzene FC(OC=1C=C(C(=C(C1)C(C)C)N=C=O)C(C)C)F